2-chloro-3-(hydroxymethylene)-1-cyclohexene-1-carbaldehyde ClC1=C(CCCC1=CO)C=O